2-(1-methyl-1H-imidazol-4-yl)imidazo[2,1-f][1,2,4]triazin-4(3H)-one CN1C=NC(=C1)C1=NN2C(C(N1)=O)=NC=C2